(3S)-3-[4-[[4-[[3-[(2-methoxyethylamino)methyl]morpholin-4-yl]methyl]-phenyl]methoxy]-1-oxo-isoindolin-2-yl]piperidine-2,6-dione COCCNCC1N(CCOC1)CC1=CC=C(C=C1)COC1=C2CN(C(C2=CC=C1)=O)[C@@H]1C(NC(CC1)=O)=O